N-(5-Chloro-1-(2,6-dimethoxyphenyl)-2-(6-ethoxypyridin-2-yl)-1H-imidazo[4,5-b]pyrazin-6-yl)-1-(5-methylpyridin-2-yl)methanesulfonamide ClC=1N=C2C(=NC1NS(=O)(=O)CC1=NC=C(C=C1)C)N(C(=N2)C2=NC(=CC=C2)OCC)C2=C(C=CC=C2OC)OC